NCC1CC2(C1)OC(N(C2)[C@@H](C)C=2C=CC=C1C(=C(NC21)C(=O)O)C=2C=NN(C2)C)=O 7-((S)-1-((2S,4r)-2-(aminomethyl)-6-oxo-5-oxa-7-azaspiro[3.4]octan-7-yl)ethyl)-3-(1-methyl-1H-pyrazol-4-yl)-1H-indole-2-carboxylic acid